(2-methyl-3-oxo-4H-quinoxalin-6-yl)methanol CC1=NC2=CC=C(C=C2NC1=O)CO